IC=1C2=C(C(=NC1C=1C=NN(C1)COCC[Si](C)(C)C)O)C=CS2 7-iodo-6-[1-(2-trimethylsilylethoxymethyl)pyrazol-4-yl]thieno[3,2-c]pyridin-4-ol